6-(8-hydroxy-octyloxy)coumarin OCCCCCCCCOC=1C=C2C=CC(OC2=CC1)=O